ClC=1C(=C(C=NC1)N)P(=O)(C)C 5-Chloro-4-(dimethylphosphoryl)pyridin-3-amine